C1(CC1)C1=NN(C=2C(=NN(C(C21)=O)CC(=O)N[C@@H](C)C2=CC=C(C=C2)OC)C)C (S)-2-(3-Cyclopropyl-1,7-dimethyl-4-oxo-1,4-dihydro-5H-pyrazolo[3,4-d]pyridazin-5-yl)-N-(1-(4-methoxyphenyl)ethyl)acetamid